carboxynonane C(=O)(O)CCCCCCCCC